(3-bromophenyl)(pyrrolidin-1-yl)methanone BrC=1C=C(C=CC1)C(=O)N1CCCC1